ethyl 7-chloro-3-fluoropyrazolo[1,5-a]pyrimidine-5-carboxylate ClC1=CC(=NC=2N1N=CC2F)C(=O)OCC